C[C@H]1CN(C[C@@H](N1)C)C=1C=CC(=C2N=C(SC21)OC)C(=O)NC2=C(C1=CN(N=C1C(=C2)C)C)OC 7-[(3S,5S)-3,5-dimethylpiperazin-1-yl]-2-methoxy-N-(4-methoxy-2,7-dimethyl-indazol-5-yl)-1,3-benzothiazole-4-carboxamide